CC(CCCCCCCCCC=CCCCCC(=O)O)C 17-Methyl-6-octadecenoic acid